1,2-bis(2-lithiophenyl)ethane (2S,3R,4S,5S,6S)-2-(4-formyl-2-nitrophenoxy)-6-(methoxycarbonyl)tetrahydro-2H-pyran-3,4,5-triyl-triacetate C(=O)C1=CC(=C(O[C@@H]2O[C@@H]([C@H]([C@@H]([C@H]2CC(=O)O)CC(=O)O)CC(=O)O)C(=O)OC)C=C1)[N+](=O)[O-].[Li]C1=C(C=CC=C1)CCC1=C(C=CC=C1)[Li]